4-(((3R,4R)-1-(2-cyanoacetyl)-4-methylpiperidin-3-yl)(methyl)amino)-N'-glycyl-7H-pyrrolo[2,3-d]pyrimidine-7-carbohydrazide hydrochloride Cl.C(#N)CC(=O)N1C[C@@H]([C@@H](CC1)C)N(C=1C2=C(N=CN1)N(C=C2)C(=O)NNC(CN)=O)C